3-(N-methylamino)propylammonium [(1S,2S)-2-(2,4-dimethylphenyl)-1,3-dimethyl-butyl](2S)-2-[(3-acetoxy-4-methoxy-pyridine-2-carbonyl)amino]propanoate CC1=C(C=CC(=C1)C)[C@@H]([C@H](C)OC([C@H](C)NC(=O)C1=NC=CC(=C1OC(C)=O)OC)=O)C(C)C.CNCCC[NH3+]